tert-butyl 3-[6-chloro-4-(4-chloro-2-methoxycarbonyl-anilino)-3-quinolyl]-2,5-dihydropyrrole-1-carboxylate ClC=1C=C2C(=C(C=NC2=CC1)C=1CN(CC1)C(=O)OC(C)(C)C)NC1=C(C=C(C=C1)Cl)C(=O)OC